1-pentadecanoyl-2-nervonoyl-sn-glycero-3-phosphoethanolamine C(CCCCCCCCCCCCCC)(=O)OC[C@@H](OC(CCCCCCCCCCCCC\C=C/CCCCCCCC)=O)COP(=O)(O)OCCN